4-chloro-3-[(7-trifluoromethanesulfonyl-1H-indazol-4-yl)oxy]benzonitrile ClC1=C(C=C(C#N)C=C1)OC1=C2C=NNC2=C(C=C1)S(=O)(=O)C(F)(F)F